ClC=1C=CC(=NC1)C(NS(=O)(=O)C1=CC=C(C=C1)OC(F)(F)F)C1CCNCC1 N-((5-chloropyridin-2-yl)(piperidin-4-yl)methyl)-4-(trifluoromethoxy)benzenesulfonamide